ClC1=CC=C2C(=N1)N(C(=N2)CN2[C@H](CN(CC2)C(=O)OC(C)(C)C)C)C tert-butyl (3S)-4-[(5-chloro-3-methyl-3H-imidazo[4,5-b]pyridin-2-yl)methyl]-3-methylpiperazine-1-carboxylate